4-((2-methoxyethyl)amino)-2-((8-(1-methyl-1H-pyrazol-4-yl)-2,3-dihydrobenzo[b][1,4]dioxin-5-yl)amino)-7H-pyrrolo[2,3-d]pyrimidine-5-carbonitrile COCCNC=1C2=C(N=C(N1)NC1=CC=C(C=3OCCOC31)C=3C=NN(C3)C)NC=C2C#N